ClC1=C(C=O)C=C(C(=C1)OC(F)F)C1=C(C=NN1COCC[Si](C)(C)C)[N+](=O)[O-] 2-chloro-4-(difluoromethoxy)-5-(4-nitro-1-[[2-(trimethylsilyl)ethoxy]methyl]-1H-pyrazol-5-yl)benzaldehyde